CN1CC(C1)C1=CC=C(N=N1)C1=C(C=C(C=C1)C=1C=CC=2N(C1)C=C(N2)C)O 2-[6-(1-methylazetidin-3-yl)pyridazin-3-yl]-5-2-methylimidazo[1,2-a]pyridin-6-ylphenol